1-(7-((3-Fluoro-2-((2-methoxy-4-(4-methylpiperazin-1-yl)phenyl)amino)pyridin-4-yl)amino)indolin-1-yl)ethan-1-one FC=1C(=NC=CC1NC=1C=CC=C2CCN(C12)C(C)=O)NC1=C(C=C(C=C1)N1CCN(CC1)C)OC